C(C)(CCC)OC(C)=O sec-Pentylacetat